ClC=1N=CC=C2C1SC(=C2CC(F)(F)F)C#N 7-chloro-3-(2,2,2-trifluoroethyl)thieno[2,3-c]pyridine-2-carbonitrile